ClC=1C=C2C=CC=NC2=CC1C(=O)NC1=CC(=NN1C)C1=C(C=CC=C1)C(F)(F)F 6-Chloro-N-(1-methyl-3-(2-(trifluoromethyl)phenyl)-1H-pyrazol-5-yl)quinoline-7-carboxamide